C(C)OC1=NC(=CC(=C1)C1=NC(=C(C(=C1)N(C)CC1(CCCCC1)COC)N)N)C(F)(F)F 2'-Ethoxy-N4-{[1-(methoxymethyl)cyclohexyl]methyl}-N4-methyl-6'-(trifluoromethyl)[2,4'-bipyridine]-4,5,6-triamine